C(C)N1C[C@H](CC1)CC1=C(C=CC(=C1)F)S(=O)(=O)NC1=CC=C2[C@@H]3[C@H](COC2=C1C(=O)O)C3 |&1:23,24| (1aRS,7bSR)-5-[2-((S)-1-ethyl-pyrrolidin-3-ylmethyl)-4-fluorobenzenesulfonyl-amino]-1,1a,2,7b-tetrahydrocyclopropa[c]chromene-4-carboxylic acid